2,7-dibromo-9-(4-(octyloxy)phenyl)-9H-fluorene-9-ol BrC1=CC=2C(C3=CC(=CC=C3C2C=C1)Br)(O)C1=CC=C(C=C1)OCCCCCCCC